CN(C(OC1=CC=C2C(=CC=NC2=C1)NC1=CN=NC(=C1)C1=C(C=CC(=C1)Cl)F)=O)CCC1CCN(CC1)C 4-{[6-(5-chloro-2-fluorophenyl)pyridazin-4-yl]amino}quinolin-7-yl N-methyl-N-[2-(1-methylpiperidin-4-yl)ethyl]carbamate